2-(2-methyl-1,3-benzothiazol-5-yl)-7-(4-methyl-1,4-diazepan-1-yl)-4H-pyrido[1,2-a]pyrimidin-4-one CC=1SC2=C(N1)C=C(C=C2)C=2N=C1N(C(C2)=O)C=C(C=C1)N1CCN(CCC1)C